tert-Butyl (S)-6-diazo-5-oxo-2-((S)-3-phenyl-2-(quinuclidine-4-carboxamido)propanamido)hexanoate [N+](=[N-])=CC(CC[C@@H](C(=O)OC(C)(C)C)NC([C@H](CC1=CC=CC=C1)NC(=O)C12CCN(CC1)CC2)=O)=O